(R)-N-(4-(3-((5-(3,3-Difluorocyclobutoxy)-6-(1H-pyrazol-4-yl)-[1,2,4]triazolo[1,5-a]pyrazin-2-yl)amino)piperidine-1-carbonyl)phenyl)acrylamide FC1(CC(C1)OC1=C(N=CC=2N1N=C(N2)N[C@H]2CN(CCC2)C(=O)C2=CC=C(C=C2)NC(C=C)=O)C=2C=NNC2)F